8-Bromo-4-methoxy-5-(2,2,2-trifluoroethyl)pyrido[3,2-b]indole-3-carboxamide BrC1=CC=2C3=C(N(C2C=C1)CC(F)(F)F)C(=C(C=N3)C(=O)N)OC